tin tetratert-butoxide CC(C)(C)[O-].CC(C)(C)[O-].CC(C)(C)[O-].CC(C)(C)[O-].[Sn+4]